C(C)(C)(C)OC(NC1=CC=C(C=C1)OC1=C(C=C(C=C1)N)Cl)=O (4-(4-amino-2-chlorophenoxy)phenyl)carbamic acid tert-butyl ester